CCOC(=O)CS(=O)(=O)Cl ethyl 2-(chlorosulfonyl) acetate